(S)-1-phenyl-1-benzyl-3-(3-trifluoromethanesulfonyl-oxy-pyridin-2-yl)propadiene C1(=CC=CC=C1)C(=C=CC1=NC=CC=C1OS(=O)(=O)C(F)(F)F)CC1=CC=CC=C1